(3-methylthiophene-3-yl)carbamic acid tert-butyl ester C(C)(C)(C)OC(NC1(CSC=C1)C)=O